O[C@@H]1C[C@H](NC1)C(NCC1=CC=C(C=C1)C1=C(N=CS1)C)=O (2S,4R)-4-hydroxy-2-[[4-(4-methylthiazol-5-yl)phenyl]methylcarbamoyl]-pyrrolidine